COC(=O)N1CCC=C1 pyrrole-1(2H)-carboxylic acid methyl ester